3-phenyl-5-(2-thienyl)-1,2,4-oxadiazole C1(=CC=CC=C1)C1=NOC(=N1)C=1SC=CC1